4-([1,1'-biphenyl]-4-yl)-1,2,3,6-tetrahydropyridine 2,2,2-trifluoroacetate FC(C(=O)O)(F)F.C1(=CC=C(C=C1)C=1CCNCC1)C1=CC=CC=C1